CN(CCCl)CCCl methyl-di(chloroethyl)amine